CCCCCCCCC(CCCCCCCC)OC(CCCCCCCN(CCCCCCCC(OCCCCCCCCC)=O)CCCCC(OC(CC(OC(CCCCN(CCCCCCCC(OCCCCCCCCC)=O)CCCCCCCC(=O)OC(CCCCCCCC)CCCCCCCC)=O)C)C)=O)=O Di(heptadecan-9-yl)8,8'-(26,28-dimethyl-11,24,30,43-tetraoxo-10,25,29,44-tetraoxa-19,35-diazatripentacontane-19,35-diyl)dioctanoate